methyl 7-amino-3-(methoxymethyl)-2,3-dihydrobenzo[b][1,4]dioxine-6-carboxylate NC=1C(=CC2=C(OCC(O2)COC)C1)C(=O)OC